C(CCC)OCCOCC(=O)OC[C@]1(O[C@H](C[C@@H]1O)N1C2=NC(=NC(=C2N=C1)N)F)C#C ((2R,3S,5R)-5-(6-amino-2-fluoro-9H-purin-9-yl)-2-ethynyl-3-hydroxytetrahydrofuran-2-yl)methyl 2-(2-butoxyethoxy)acetate